1-((R)-3-((5-((R)-tetrahydrofuran-3-carbonyl)-7H-pyrrolo[2,3-d]pyrimidin-4-yl)amino)piperidin-1-yl)prop-2-en-1-one O1C[C@@H](CC1)C(=O)C1=CNC=2N=CN=C(C21)N[C@H]2CN(CCC2)C(C=C)=O